C(#N)CNC(C1=CC=C(C=C1)C1=CSC2=C1N=C(N=C2)NC2=CC=C(C=C2)N2CCOCC2)=O N-(cyanomethyl)-4-(2-(4-morpholinophenylamino)thieno[3,2-d]pyrimidin-7-yl)benzamide